O=C1N(CC(N1C1=CC=C(C=C1)C(F)(F)F)=O)CCC1=CC(=C(OC(C(=O)O)(C)C)C(=C1)C)C 2-(4-(2-(2,4-Dioxo-3-(4-(trifluoromethyl)phenyl)imidazolidin-1-yl)ethyl)-2,6-dimeth-ylphenoxy)-2-methylpropionic acid